(S)-2-((S)-2-amino-3-methylbutanamido)-N-(4-(hydroxymethyl)phenyl)-5-ureidovaleramide N[C@H](C(=O)N[C@H](C(=O)NC1=CC=C(C=C1)CO)CCCNC(=O)N)C(C)C